P(=O)([O-])([O-])[O-].[Na+].O.C1(=CC(O)=CC(C)=C1)O.[Na+].[Na+] orcinol hydrate sodium phosphate salt